6-[5,6-difluoro-1-(oxan-2-yl)indazol-3-yl]-N,2-dimethylpyridine-3-carboxamide FC=1C=C2C(=NN(C2=CC1F)C1OCCCC1)C1=CC=C(C(=N1)C)C(=O)NC